erucyloleate C(CCCCCCCCCCC\C=C/CCCCCCCC)OC(CCCCCCC\C=C/CCCCCCCC)=O